BrC1=NN(C(=C1)C(=O)OC)CCBr methyl 3-bromo-1-(2-bromoethyl)-1H-pyrazole-5-carboxylate